NC1=CC(=C(OC=2C=C3CCN(C(C3=CC2)=O)CC2=CC(=C(C=C2)F)Cl)C(=C1)Cl)Cl 6-(4-Amino-2,6-dichlorophenoxy)-2-(3-chloro-4-fluorobenzyl)-3,4-dihydroisoquinolin-1(2H)-one